[6-(3-cyclopropyl-1H-1,2,4-triazol-5-yl)-2-azaspiro[3.3]heptan-2-yl]-[6-[3-fluoro-5-(trifluoromethylsulfonimidoyl)benzyl]-2-azaspiro[3.3]heptan-2-yl]methanone C1(CC1)C1=NNC(=N1)C1CC2(CN(C2)C(=O)N2CC3(C2)CC(C3)CC3=CC(=CC(=C3)S(=O)(=N)C(F)(F)F)F)C1